C1(CC(C(CC1)C(C)C)C(=O)N)C 3-p-menthanecarboxamide